2-(1-methylpiperidin-4-yl)-5-((1S,5R)-3-(8-nitroquinolin-5-yl)-5-(trifluoromethoxy)-3-azabicyclo[3.1.0]hex-1-yl)-1,3,4-oxadiazole CN1CCC(CC1)C=1OC(=NN1)[C@]12CN(C[C@]2(C1)OC(F)(F)F)C1=C2C=CC=NC2=C(C=C1)[N+](=O)[O-]